N-[2-[[(2S)-2-amino-5-guanidino-pentanoyl]amino]ethyl]-4-[[3-[2-chloro-4-(cyanomethoxy)-3-fluoro-phenyl]imidazo[1,2-a]pyrazin-8-yl]amino]-2-ethyl-benzamide N[C@H](C(=O)NCCNC(C1=C(C=C(C=C1)NC=1C=2N(C=CN1)C(=CN2)C2=C(C(=C(C=C2)OCC#N)F)Cl)CC)=O)CCCNC(=N)N